3-(7-bromo-2-chloro-8-fluoro-quinazolin-4-yl)-3,8-diazabicyclo[3.2.1]octane-8-carboxylate BrC1=CC=C2C(=NC(=NC2=C1F)Cl)N1CC2CCC(C1)N2C(=O)[O-]